TRIAZOLOPYRIDAZINE N1N=NC2=C1C=CN=N2